CN(C)CC1=C(C=CC(=N1)NC=1C2=C(C(=NC1)C1=C3C(=NC=C1)N(C=C3)C)CNC2=O)O[C@@H]2COCC2 (S)-7-((6-((dimethyl-amino)methyl)-5-((tetrahydrofuran-3-yl)oxy)pyridin-2-yl)amino)-4-(1-methyl-1H-pyrrolo[2,3-b]pyridin-4-yl)-2,3-dihydro-1H-pyrrolo[3,4-c]pyridin-1-one